8-[5-(4-benzyloxy-2-ethyl-5-methyl-pyrazol-3-yl)-4-[(4-methoxyphenyl)-methyl]-1,2,4-triazol-3-yl]-N-[(2,4-dimethoxyphenyl)methyl]-3-methyl-pyrrolo[1,2-a]pyrazine-6-carboxamide C(C1=CC=CC=C1)OC1=C(N(N=C1C)CC)C=1N(C(=NN1)C=1C=C(N2C1C=NC(=C2)C)C(=O)NCC2=C(C=C(C=C2)OC)OC)CC2=CC=C(C=C2)OC